COCCOCCOCC 2-[2-(2-methoxyethoxy)-ethoxy]-ethane